Cl.Cl.C[C@@H]1CN(C[C@@H](N1)C)C1=CC=C(N=N1)C1=NC=C(C=C1O)NC=1C=NC(=CC1)C 2-{6-[(3r,5s)-3,5-dimethylpiperazin-1-yl]pyridazin-3-yl}-5-[(6-methylpyridin-3-yl)amino]pyridin-3-ol dihydrochloride